C(CCC)C1=NC=C(C=C1)[N+](=O)[O-] butyl-5-nitropyridine